titanium distearate C(CCCCCCCCCCCCCCCCC)(=O)[O-].C(CCCCCCCCCCCCCCCCC)(=O)[O-].[Ti+2]